C(C)C1=CC=C(CNC(=O)C2CN(CCC2)C=2C=3C(N=CN2)=NN(C3)C3=CC=C(C=C3)F)C=C1 N-(4-ethylbenzyl)-1-(2-(4-fluorophenyl)-2H-pyrazolo[3,4-d]pyrimidin-4-yl)piperidine-3-carboxamide